C(C)N1N=C(C2=C(C=CC=C12)C=1C=C2C=CC=C(C2=CC1)C(=O)NC1=CC(=C(C=C1)F)C)NCC 6-(1-ethyl-3-(ethylamino)-1H-indazol-4-yl)-N-(4-fluoro-3-methylphenyl)-1-naphthamide